((6-chloro-2-(methylamino) pyridin-3-yl) methyl) glycinate NCC(=O)OCC=1C(=NC(=CC1)Cl)NC